COC(CN=CC1=CC=C(C=C1)F)=O N-[(4-fluorophenyl)methylene]glycine methyl ester